3-fluoro-5-methylpicolinate FC=1C(=NC=C(C1)C)C(=O)[O-]